2-(6-((3-methoxyphenyl)amino)-2-(pyridin-3-yl)pyrimidin-4-yl)-N-methyl-2-azaspiro[4.5]decane-7-carboxamide COC=1C=C(C=CC1)NC1=CC(=NC(=N1)C=1C=NC=CC1)N1CC2(CC1)CC(CCC2)C(=O)NC